trans-3-decene-1,2-dicarboxylic acid C(C(\C=C\CCCCCC)C(=O)O)C(=O)O